4-(5-(4,4-difluoropiperidine-1-carbonyl)-1H-benzo[d][1,2,3]triazol-1-yl)benzonitrile FC1(CCN(CC1)C(=O)C1=CC2=C(N(N=N2)C2=CC=C(C#N)C=C2)C=C1)F